6-hydroxy-5-((2-hydroxynaphthalen-1-yl)methyl)-2-naphthalenamide OC=1C(=C2C=CC(=CC2=CC1)C(=O)N)CC1=C(C=CC2=CC=CC=C12)O